2-isopropylidenehydrazono-4-oxo-thiazolidin C(C)(C)=NN=C1SCC(N1)=O